(1s,4s)-4-(8-(4-chloro-2,6-difluorophenylamino)-2-(4,4-difluorocyclohexylamino)-9H-purin-9-yl)cyclohexanecarboxamide ClC1=CC(=C(C(=C1)F)NC=1N(C2=NC(=NC=C2N1)NC1CCC(CC1)(F)F)C1CCC(CC1)C(=O)N)F